ClC=1C=C2C=C(NC2=CC1)C=1N=NC=C(C1N1CCC(CC1)N)C1=CC(=CC(=C1)C)F 1-[3-(5-chloro-1H-indol-2-yl)-5-(3-fluoro-5-methylphenyl)pyridazin-4-yl]piperidin-4-amine